[2-(2-acetyl-2,3-dihydro-1H-isoindol-5-ylamino)-5-methyl-pyrimidin-4-ylamino]-3H-benzoxazol-2-one C(C)(=O)N1CC2=CC=C(C=C2C1)NC1=NC=C(C(=N1)NN1C(OC2=C1C=CC=C2)=O)C